FC1=C(CCC2=CC(=CC(=N2)N)C)C=C(C=C1F)CCC1N(CCC1)C 6-(2,3-difluoro-5-(2-(1-methylpyrrolidin-2-yl)ethyl)phenethyl)-4-methylpyridin-2-amine